[Cl-].[Cl-].CC(=[Hf+2](C1=C(C=CC=2C3=CC=C(C=C3CC12)C(C)(C)C)C(C)(C)C)C1C=CC=C1)C1=CC=CC=C1 Methyl-(phenyl)methylene(cyclopentadienyl)(2,7-di-tert-butylfluorenyl)hafnium dichloride